Methyl 3-oxo-3-((4-(trifluoromethyl)benzyl)amino)propanoate O=C(CC(=O)OC)NCC1=CC=C(C=C1)C(F)(F)F